(R)-N-((5,5-Difluoro-1-(3-methyl-6-((3-(trifluoromethoxy)pyridin-2-yl)amino)pyridine-2-Carbonyl)piperidin-2-yl)methyl)acetamide FC1(CC[C@@H](N(C1)C(=O)C1=NC(=CC=C1C)NC1=NC=CC=C1OC(F)(F)F)CNC(C)=O)F